(S)-N-(3-(1-((1-methyl-1H-pyrazolo[3,4-b]pyrazin-6-yl)amino)ethyl)phenyl)-5-(trifluoromethyl)nicotinamide CN1N=CC=2C1=NC(=CN2)N[C@@H](C)C=2C=C(C=CC2)NC(C2=CN=CC(=C2)C(F)(F)F)=O